CC(C=O)CC\C=C(\CCC=C(C)C)/C (5E)-2,6,10-Trimethylundeca-5,9-dienal